(1s,4s)-4-amino-2'-bromo-5',6'-dimethylspiro[cyclohexane-1,1'-indene]-4-carboxylic acid NC1(CCC2(C(=CC3=CC(=C(C=C23)C)C)Br)CC1)C(=O)O